CN1C(CCCC1)C=1N=C2N(C=C(C=C2)N)C1 (1-methylpiperidin-2-yl)imidazo[1,2-a]pyridin-6-amine